5-((S)-3-((S)-sec-butyl)-2-oxo-2,3,4,5-tetrahydro-1H-benzo[e][1,4]diazepine-4-carbonyl)-N-(2,3-dihydroxypropyl)-1H-pyrrole-2-carboxamide [C@H](C)(CC)[C@@H]1N(CC2=C(NC1=O)C=CC=C2)C(=O)C2=CC=C(N2)C(=O)NCC(CO)O